bisdodecyl-dimethyl-ammonium hydroxide [OH-].C(CCCCCCCCCCC)[N+](C)(C)CCCCCCCCCCCC